6-hydroxymethyladenosine OCC1(C2=NCN([C@H]3[C@H](O)[C@H](O)[C@@H](CO)O3)C2=NC=N1)N